CSC1=C(C=NC=C1)N 4-(Methylsulfanyl)pyridin-3-amine